C(C1=CC=CC=C1)N1N=CC(=C1)C1=CC=C(S1)CN1C(NN=C1)=O 4-{[5-(1-benzyl-1H-pyrazol-4-yl)thiophen-2-yl]methyl}-2,4-dihydro-3H-1,2,4-triazol-3-one